dichloro[1-(2,4,6-trimethylphenyl)-2-isopropylphenyl-pyrrolidinylidene]ruthenium (II) Cl[Ru-2](=C1N(CCC1)C1(C(C=CC=C1)C(C)C)C1=C(C=C(C=C1C)C)C)Cl